fluorophenyl-pentanoic acid FC(C(=O)O)(CCC)C1=CC=CC=C1